cerium diethylphosphinate salt C(C)P([O-])(=O)CC.[Ce+3].C(C)P([O-])(=O)CC.C(C)P([O-])(=O)CC